BrC1=[N+](C2=CC=CC=C2C=C1F)[O-] bromo-3-fluoroquinoline 1-oxide